N-(2-ethynyl-thiazol-4-yl)-4-(5-(3-(2-oxo-oxazolidin-3-yl)phenyl)pyridin-2-yl)piperazine-1-carboxamide C(#C)C=1SC=C(N1)NC(=O)N1CCN(CC1)C1=NC=C(C=C1)C1=CC(=CC=C1)N1C(OCC1)=O